The molecule is a quinolizidine alkaloid that is lupanine bearing a hydroxy substituent at position 17. It is a quinolizidine alkaloid and a hemiaminal. It derives from a lupanine. It is a conjugate base of a 17-hydroxylupanine(1+). C1CCN2[C@@H](C1)[C@H]3C[C@@H](C2O)[C@H]4CCCC(=O)N4C3